tert-butyl 4-[4-([8-fluoro-2-methylimidazo[1,2-a]pyridin-6-yl]carbamoyl)-2-methyl-1,3-benzoxazol-7-yl]piperazine-1-carboxylate FC=1C=2N(C=C(C1)NC(=O)C1=CC=C(C3=C1N=C(O3)C)N3CCN(CC3)C(=O)OC(C)(C)C)C=C(N2)C